N-(9,10-dioxo-4,5-bis((4-oxopentyl)oxy)-9,10-dihydroanthracen-2-yl)ethenesulfonamide O=C1C2=CC=CC(=C2C(C=2C(=CC(=CC12)NS(=O)(=O)C=C)OCCCC(C)=O)=O)OCCCC(C)=O